tetrahydro-2H-pyran-4-yl L-alaninate N[C@@H](C)C(=O)OC1CCOCC1